4-methylbenzenesulfonic acid cyclopent-3-en-1-ylmethyl ester C1(CC=CC1)COS(=O)(=O)C1=CC=C(C=C1)C